benzo-isoxazole O1N=CC2=C1C=CC=C2